C[C@H]1N(CCOC1)C1=CC(NC(=C1)N1CCS(CC1)=O)=O 4-[(3R)-3-methylmorpholin-4-yl]-6-(1-oxo-1,4-thiazinan-4-yl)-1H-pyridin-2-one